NC1=CC(=C(C(=O)OC2CCCCC2)C(=C1)C=1N=NNN1)F cyclohexyl 4-amino-2-fluoro-6-(2H-tetrazol-5-yl)benzoate